1-(3-((4-(trifluoromethyl)phenyl)ethynyl)pyrrolidin-1-yl)prop-2-en-1-one FC(C1=CC=C(C=C1)C#CC1CN(CC1)C(C=C)=O)(F)F